4-phenyl-1-(p-tolyl)-2-((4-(trifluoromethyl)benzyl)thio)-1H-imidazole C1(=CC=CC=C1)C=1N=C(N(C1)C1=CC=C(C=C1)C)SCC1=CC=C(C=C1)C(F)(F)F